C(C)[C@]12[C@H]3CC[C@@]4([C@H](CC[C@H]4[C@@H]3CC[C@@H]2C[C@](CC1)(COC)O)[C@@](CN1N=CC(=C1)C#N)(C)O)C 1-((R)-2-((3R,5R,8S,9S,10S,13S,14S,17S)-10-ethyl-3-hydroxy-3-(methoxymethyl)-13-methylhexadecahydro-1H-cyclopenta[a]phenanthren-17-yl)-2-hydroxypropyl)-1H-pyrazole-4-carbonitrile